3-(hydroxymethyl)tetrahydro-1H-pyrrolizin OCC1CCC2=CCCN12